N1C(=NC2=C1C=CC=C2)CCC2(NC(=NC(=N2)NCCC2=CC(=C(C=C2)OC)OC)N2CCC(CC2)N(C)C)N 2-(2-(1H-benzimidazol-2-yl)ethyl)-N4-(3,4-dimethoxyphenethyl)-6-(4-(dimethylamino)piperidin-1-yl)-1,3,5-triazine-2,4-diamine